1-((3-methyloxetan-3-yl)methyl)-N-(6-(thiazol-5-yl)isoquinolin-3-yl)piperidine-4-carboxamide CC1(COC1)CN1CCC(CC1)C(=O)NC=1N=CC2=CC=C(C=C2C1)C1=CN=CS1